5-(Benzyloxy)-1-(4-fluorobenzyl)-2-(4-bromo-2-hydroxypheNyl)-1H-benzo[d]imidazole C(C1=CC=CC=C1)OC1=CC2=C(N(C(=N2)C2=C(C=C(C=C2)Br)O)CC2=CC=C(C=C2)F)C=C1